(1r,4r)-4-((4-(difluoromethoxy)-5-(imidazo[1,2-a]pyridin-6-yl)pyrrolo[2,1-f][1,2,4]triazin-2-yl)amino)-1-methylcyclohexan-1-ol FC(OC1=NC(=NN2C1=C(C=C2)C=2C=CC=1N(C2)C=CN1)NC1CCC(CC1)(O)C)F